NC(CC(=O)O)CC(C)(C)C 3-amino-5,5-dimethylhexanoic acid